9-(1-((6-Chloro-2-(1-methyl-1H-1,2,4-triazol-3-yl)pyridin-3-yl)amino)ethyl)-3-(1-(2,2-difluoroethyl)piperidin-4-yl)-4,7-dimethyl-3,4-dihydro-5H-pyrazolo[3,4-c]isoquinolin-5-one ClC1=CC=C(C(=N1)C1=NN(C=N1)C)NC(C)C=1C=2C3=C(N(C(C2C=C(C1)C)=O)C)N(N=C3)C3CCN(CC3)CC(F)F